4-(4-((t-butoxycarbonyl)amino)phenyl)-6,6-dimethyltetrahydro-2H-pyran-3-carboxylic acid C(C)(C)(C)OC(=O)NC1=CC=C(C=C1)C1C(COC(C1)(C)C)C(=O)O